C1CCCC12CCC(CC2)SC=2N=NNC2C(=O)O 4-(spiro[4.5]dec-8-ylthio)-1H-1,2,3-triazole-5-carboxylic acid